(bromoethynyl)-2-(6-(((cis)-3-hydroxy-3-methylcyclobutyl)amino)-4-methylpyridazin-3-yl)phenol BrC#CC=1C(=C(C=CC1)O)C=1N=NC(=CC1C)NC1CC(C1)(C)O